6-(cyclopropanecarboxamido)-4-((5,6-dihydrobenzo[f]tetrazolo[1,5-d][1,4]oxazepin-8-yl)amino)-N-methylpyridazine-3-carboxamide C1(CC1)C(=O)NC1=CC(=C(N=N1)C(=O)NC)NC1=CC=CC=2C=3N(CCOC21)N=NN3